N1C=NC(=C1)CCCCC=O 5-(1H-IMIDAZOL-4-YL)-PENTANAL